ClC=1C=C(C=CC1)C(C(=O)OC)NC1=NC=NC2=CC(=C(C=C12)OC1CCNCC1)OC methyl 2-(3-chlorophenyl)-2-((7-methoxy-6-(piperidin-4-yloxy)quinazolin-4-yl) amino)acetate